ClC1=C(C(N(C2=NC(=C(C=C12)C1CC1)C1=C(C=CC=C1OC)F)C=1C(=NC=CC1C)C(C)C)=O)[N+](=O)[O-] 4-chloro-6-cyclopropyl-7-(2-fluoro-6-methoxyphenyl)-1-(2-isopropyl-4-methylpyridin-3-yl)-3-nitro-1,8-naphthyridin-2(1H)-one